C(CCC)OC1=C(C(=O)P(CC(C)C)(C(C2=C(C=CC=C2OCCCC)OCCCC)=O)=O)C(=CC=C1)OCCCC bis(2,6-dibutoxybenzoyl)(2-Methylpropan-1-yl)phosphine oxide